C[C@@H]1O[C@@H](CN(C1)C1=CC=CC(=N1)C1=NC2=CC(=NC=C2C=C1)CNC(=O)C1=CC(=C2CCN(C2=C1)S(=O)(=O)C)CNC(OC(C)(C)C)=O)C tert-butyl ((6-(((2-(6-((cis)-2,6-dimethylmorpholino)pyridin-2-yl)-1,6-naphthyridin-7-yl)methyl)carbamoyl)-1-(methylsulfonyl)indolin-4-yl)methyl)carbamate